ClC=1C=C(C=C(C1)Cl)C1=NC(=CC(=C1)CN1CCC(CC1)CC(=O)O)N(C=1C=NC(=NC1)N1CCN(CC1)C)C 2-(1-((2-(3,5-dichlorophenyl)-6-(methyl(2-(4-methylpiperazin-1-yl)pyrimidin-5-yl)amino)pyridin-4-yl)methyl)piperidin-4-yl)acetic acid